C(C)(C)(C)OC(=O)N1C=CC2=C(C(=CC(=C12)C)OC)CN1[C@@H](CC2(CCCO2)CC1)C1=CC=C(C=C1)C(=O)OC 5-methoxy-4-(((7S)-7-(4-(methoxycarbonyl)phenyl)-1-oxa-8-azaspiro[4.5]decane-8-yl)methyl)-7-methyl-1H-indole-1-carboxylic acid tert-butyl ester